tert-butyl (2S)-3-(4-{2-[2-(2-ethoxyethoxy)ethoxy]ethoxy}phenyl)-2-[4,7,10-tris(2-tert-butoxy-2-oxoethyl)-1,4,7,10-tetraazacyclododecan-1-yl]propanoate C(C)OCCOCCOCCOC1=CC=C(C=C1)C[C@@H](C(=O)OC(C)(C)C)N1CCN(CCN(CCN(CC1)CC(OC(C)(C)C)=O)CC(OC(C)(C)C)=O)CC(=O)OC(C)(C)C